COC=1C=C(C=CC1OC1=CC(=CC(=C1)C(F)(F)F)C)C1C=2C(NC(C1)=O)=NNC2 (-)-4-{3-Methoxy-4-[3-methyl-5-(trifluoromethyl)phenoxy]phenyl}-2H,4H,5H,6H,7H-pyrazolo[3,4-b]pyridin-6-one